C(C)(C)(C)OC(=O)N1CC2(C1)N(CCNC2)CC2=CC=CC=C2 5-benzyl-2,5,8-triazaspiro[3.5]nonane-2-carboxylic acid tert-butyl ester